3-phenylthiourea C1(=CC=CC=C1)NC(N)=S